((1R,5S,6S)-3-ethyl-6-(nitromethyl)bicyclo[3.2.0]hept-3-en-6-yl)acetic acid tert-butyl ester C(C)(C)(C)OC(C[C@@]1([C@@H]2C=C(C[C@@H]2C1)CC)C[N+](=O)[O-])=O